N'-(6-amino-hexyl)dodecane-1,12-diamine NCCCCCCNCCCCCCCCCCCCN